N[C@@H]1CC[C@H](CC1)OC1=CC=C2C(CC(C=3C(=NC=NC23)N)(C)C)=C1N(CC)CC 8-(trans-4-aminocyclohexoxy)-N7,N7-diethyl-5,5-dimethyl-6H-benzo[h]quinazoline-4,7-diamine